FC1=C(C=C(C=C1F)F)CC(=O)Cl 2-(2,3,5-trifluorophenyl)acetyl chloride